1-(1-(8-Chloro-1-oxo-1,2-dihydroisoquinolin-4-yl)ethyl)-3-(3-chloro-4-fluorophenyl)-1-methylurea ClC=1C=CC=C2C(=CNC(C12)=O)C(C)N(C(=O)NC1=CC(=C(C=C1)F)Cl)C